1-(tert-butyl)-N-(((2S,4S)-2-methyl-1-(6-(1-methyl-1H-pyrazol-4-yl)pyrazolo[1,5-a]pyrazin-4-yl)piperidin-4-yl)methyl)-1H-1,2,3-triazole-4-carboxamide C(C)(C)(C)N1N=NC(=C1)C(=O)NC[C@@H]1C[C@@H](N(CC1)C=1C=2N(C=C(N1)C=1C=NN(C1)C)N=CC2)C